(R)-4-((3-(6-oxa-2-azaspiro[3.4]octane-2-carbonyl)piperidin-1-yl)sulfonyl)-N,N-diethylbenzenesulfonamide C1N(CC12COCC2)C(=O)[C@H]2CN(CCC2)S(=O)(=O)C2=CC=C(C=C2)S(=O)(=O)N(CC)CC